O=C1N(CCC(N1)=O)C1=NN(C2=CC(=CC=C12)CN1C[C@@H](NCC1)C)C (2S)-4-{[3-(2,4-dioxo-1,3-diazinan-1-yl)-1-methyl-1H-indazol-6-yl]methyl}-2-methylpiperazine